[N+](=O)([O-])C=1C=C2C=CC(=NC2=CC1)CC(=O)N 6-nitro-2-quinolineacetamide